CN(C1=NC(=CC(=C1)C1(CC1)S(=O)(=O)C)N1[C@@H](COCC1)C)C1=CC=NN1COCC[Si](C)(C)C (R)-N-methyl-6-(3-methylmorpholino)-4-(1-(methylsulfonyl)cyclopropyl)-N-(1-((2-(trimethylsilyl)ethoxy)methyl)-1H-pyrazol-5-yl)pyridin-2-amine